CS(=O)(=O)OCC1C2CN(C(C1)C2)C(=O)OC(C)(C)C tert-Butyl 5-(((methylsulfonyl)oxy)methyl)-2-azabicyclo[2.2.1]heptane-2-carboxylate